6-{4-[(4-ethyl-1-piperazinyl)methyl]phenyl}-N-[(1R)-1-phenylethyl]-1H-pyrrolo[2,3-d]pyrimidin-4-amine C(C)N1CCN(CC1)CC1=CC=C(C=C1)C1=CC=2C(NC=NC2N[C@H](C)C2=CC=CC=C2)=N1